N1=CC=CC=2C=C3N(C(C12)=O)C=CC=CNC3=O 7H-[1,4]diazocino[2,1-g][1,7]naphthyridine-6,13-dione